CN(C)CC1=NC2=C(C=CC=C2C=C1)NS(=O)(=O)C1=CC(=CC=C1)S(=O)(=O)C N-(2-((Dimethylamino)methyl)quinolin-8-yl)-3-(methylsulfonyl)benzenesulfonamide